1-(3-methyl-4-oxetanylmethoxyphenyl)-4-(oxetanylmethoxyphenyl)-1-cyclohexene CC=1C=C(C=CC1OCC1OCC1)C1=CCC(CC1)C1=C(C=CC=C1)OCC1OCC1